N,N'-bis-(2-hydroxy-phenyl)-oxamide OC1=C(C=CC=C1)NC(=O)C(=O)NC1=C(C=CC=C1)O